bis(2-ethylhexyl) 10-((4-(dimethylamino)butyl) (6-((2-hexyldecanoyl)oxy)hexyl)amino)nonadecanedioate CN(CCCCN(C(CCCCCCCCC(=O)OCC(CCCC)CC)CCCCCCCCC(=O)OCC(CCCC)CC)CCCCCCOC(C(CCCCCCCC)CCCCCC)=O)C